butyl-2,2-difluoro-3,4-dihydrophenanthren-1(2H)-one C(CCC)C1C(C(C=2C=CC3=CC=CC=C3C2C1)=O)(F)F